tert-butyl (1R)-1-{[(1R)-1-(4-methoxyphenyl)ethyl]amino}-7-azaspiro[3.5]nonane-7-carboxylate COC1=CC=C(C=C1)[C@@H](C)N[C@@H]1CCC12CCN(CC2)C(=O)OC(C)(C)C